N1=C(C=CC2=CC=CC=C12)C=1C=C(C=CC1)CO (3-(quinoline-2-yl)phenyl)methanol